C(C=C)(=O)NC=1C(=C(C=CC1)B(O)O)CC1=CC=CC=C1N(C)C acrylamido-6-dimethylaminoPhenylmethylphenyl-boronic acid